C1(=C2C(=CC=C1)O2)C(C)C epoxycumene